Br.BrCCCCN 4-bromo-butylamine hydrobromide